Ethyl (S)-3-(5-(2,6-Dimethylphenyl)thiophen-2-yl)-3-(3-(4-hydroxy-1-methyl-2-oxo-1,2-dihydropyridin-3-yl)ureido)propanoat CC1=C(C(=CC=C1)C)C1=CC=C(S1)[C@H](CC(=O)OCC)NC(=O)NC=1C(N(C=CC1O)C)=O